CC1=NC(=CC=C1S(=O)(=O)N1CC2(C1)CC(CC2)N2CCOCC2)C(F)(F)F 4-(2-((2-Methyl-6-(trifluoromethyl)pyridin-3-yl)sulfonyl)-2-azaspiro[3.4]octan-6-yl)morpholine